(2R,3R,4S)-5-(2-chloro-4-{hexahydro-1H-cyclopenta[c]pyrrol-2-yl}imidazo[2,1-f][1,2,4]triazin-7-yl)-4-fluoro-2-(hydroxymethyl)oxolan-3-ol ClC1=NN2C(C(=N1)N1CC3C(C1)CCC3)=NC=C2C2[C@H]([C@@H]([C@H](O2)CO)O)F